3-methoxy-4-{[3-(4-{[(1S,4S)-4-(4-methanesulfonylpiperidin-1-yl)cyclohexyl]amino}-1-(2,2,2-trifluoroethyl)-1H-indol-2-yl)prop-2-yn-1-yl]amino}benzene-1-sulfonamide COC=1C=C(C=CC1NCC#CC=1N(C2=CC=CC(=C2C1)NC1CCC(CC1)N1CCC(CC1)S(=O)(=O)C)CC(F)(F)F)S(=O)(=O)N